(R)-2-(9-(4-fluorophenyl)-6-oxaspiro[4.5]decan-9-yl)-N-(2-(pyridin-4-yl)benzyl)ethylamine dihydrobromide Br.Br.FC1=CC=C(C=C1)[C@@]1(CCOC2(CCCC2)C1)CCNCC1=C(C=CC=C1)C1=CC=NC=C1